CN1N=CC(=C1)NC1=NC=C(C(=C1)OC=1C=C(C=CC1)NC(C=C)=O)C1=CC=C(C=C1)C(F)(F)F N-[3-({2-[(1-methyl-1H-pyrazol-4-yl)amino]-5-[4-(trifluoromethyl)phenyl]pyridin-4-yl}oxy)phenyl]prop-2-enamide